CCCCC/C=C\C/C=C\C/C=C\C/C=C\CCCCCC(=O)O[C@H](COC(=O)CCCCCCC/C=C\C/C=C\C/C=C\CC)COP(=O)(O)OC[C@@H](C(=O)O)N 1-(9Z,12Z,15Z-octadecatrienoyl)-2-(7Z,10Z,13Z,16Z-docosatetraenoyl)-glycero-3-phosphoserine